acryloxytridecyltrimethoxysilane C(C=C)(=O)OCCCCCCCCCCCCC[Si](OC)(OC)OC